C(C1=CC=CC=C1)(=O)N[C@H](C(=O)NC1=CC(=C(C(=O)O)C=C1)O)CC1=CC=C(C=C1)O (S)-4-(2-Benzamido-3-(4-hydroxyphenyl)propanamido)-2-hydroxybenzoic acid